NC=1C2=C(N=CN1)N(C=C2C#CC2=C(C=CC=C2F)SCC)[C@@H]2O[C@@H]([C@H]([C@H]2O)O)CNS(N)(=O)=O 4-amino-7-[(2R,3R,4S,5R)-3,4-dihydroxy-5-[(sulfamoylamino)methyl]tetrahydrofuran-2-yl]-5-[2-(2-ethylsulfanyl-6-fluoro-phenyl)ethynyl]pyrrolo[2,3-d]-pyrimidine